4-((3-(1H-imidazol-1-yl)propyl)(2-fluorobenzyl)amino)-2-cyclopropylpyrimidine-5-carbonitrile N1(C=NC=C1)CCCN(C1=NC(=NC=C1C#N)C1CC1)CC1=C(C=CC=C1)F